FC1=C(C(=CC=C1OC(F)(F)F)N1N=NN=C1)CN (2-fluoro-6-(1H-tetrazol-1-yl)-3-(trifluoromethoxy)phenyl)methanamine